FC=1C(=C(C=CC1F)[C@H]1[C@@H](O[C@]([C@H]1C)(C(F)(F)F)C)C(=O)NC1=CC(=NC=C1)C(=O)N)OC1COC1 4-((2R,3S,4S,5R)-3-(3,4-difluoro-2-(oxetan-3-yloxy)phenyl)-4,5-dimethyl-5-(trifluoromethyl)tetrahydrofuran-2-carboxamido)picolinamide